(2Z,2'E)-2,2'-(1-(4-(dimethylamino)phenyl)ethane-1,2-diylidene)bis(N-ethylhydrazine-1-carbothioamide) CN(C1=CC=C(C=C1)\C(\C=N\NC(NCC)=S)=N\NC(NCC)=S)C